(1s,4s)-1-ethyl-4-((4-methoxy-5-(quinoxalin-6-yl)-7H-pyrrolo[2,3-d]pyrimidin-2-yl)amino)cyclohexan-1-ol C(C)C1(CCC(CC1)NC=1N=C(C2=C(N1)NC=C2C=2C=C1N=CC=NC1=CC2)OC)O